N-((3S,4S)-4-fluoro-piperidin-3-yl)-6-(6-(1-(trifluoromethyl)-cyclopropyl)imidazo-[1,2-a]pyridin-3-yl)-pyridin-2-amine F[C@@H]1[C@H](CNCC1)NC1=NC(=CC=C1)C1=CN=C2N1C=C(C=C2)C2(CC2)C(F)(F)F